N,N-bis(2-bromoethyl)-2-((5-methyl-1,5-diazacyclooctan-1-yl)sulfonyl)-4-nitroaniline BrCCN(C1=C(C=C(C=C1)[N+](=O)[O-])S(=O)(=O)N1CCCN(CCC1)C)CCBr